C(C)(C)C1=C2C=C(C(=CC2=CC=C1O)C1=CC2=CC=CC(=C2C=C1C)C(C)C)C 5,5'-diisopropyl-3,3'-dimethyl-[2,2'-binaphthalene]-6-ol